[N-](S(=O)(=O)C(F)(F)F)S(=O)(=O)C(F)(F)F.[La+3].[N-](S(=O)(=O)C(F)(F)F)S(=O)(=O)C(F)(F)F.[N-](S(=O)(=O)C(F)(F)F)S(=O)(=O)C(F)(F)F lanthanum(III) bis(trifluoromethanesulfonyl)imide